5-cyclopropyl-2-(4-fluoro-2-methylphenoxy)-N-(2-methoxypyridin-4-yl)-4-(trifluoromethyl)benzamide C1(CC1)C=1C(=CC(=C(C(=O)NC2=CC(=NC=C2)OC)C1)OC1=C(C=C(C=C1)F)C)C(F)(F)F